Decyl-amine hydrochloride Cl.C(CCCCCCCCC)N